N-[(2S)-1-{4-[4-(3,5-dimethyl-1,2-oxazol-4-yl)benzenesulfonyl]piperazin-1-yl}propan-2-yl]-8-(trifluoromethyl)quinazolin-4-amine CC1=NOC(=C1C1=CC=C(C=C1)S(=O)(=O)N1CCN(CC1)C[C@H](C)NC1=NC=NC2=C(C=CC=C12)C(F)(F)F)C